2-[(2R)-4-tert-butoxycarbonyl-2-(trifluoromethyl)piperazin-1-yl]acetic acid C(C)(C)(C)OC(=O)N1C[C@@H](N(CC1)CC(=O)O)C(F)(F)F